4-(2',4'-dimethoxy-5''-methyl-6'-pentyl-2''-(prop-1-en-2-yl)-[1,1':3',1''-terphenyl]-3-yl)-morpholine COC1=C(C(=CC(=C1C1=C(C=CC(=C1)C)C(=C)C)OC)CCCCC)C1=CC(=CC=C1)N1CCOCC1